Diethyl (11-Aminoundecyl)phosphonate NCCCCCCCCCCCP(OCC)(OCC)=O